C(C)N1N=C(C(=C1)F)[S@](=O)(N)=NC(NC1=C2C(=NC(=C1C1=CC=CC=C1)C)CCC2)=O (S)-1-ethyl-4-fluoro-N'-((2-methyl-3-phenyl-6,7-dihydro-5H-cyclopenta[b]pyridin-4-yl)carbamoyl)-1H-pyrazole-3-sulfonimidamide